OCCC1=NC=2C(=C3C(=NC2)NC=C3)N1N1CCC(CC1)CC#N 2-(1-(2-(2-hydroxyethyl)imidazo[4,5-d]pyrrolo[2,3-b]pyridine-1(6H)-yl)piperidin-4-yl)acetonitrile